C1(=CC=C(C=C1)N(C1=CC=C(C=C1)C1=CC(=C(C=C1)C1=CC=CC=C1)C1=CC=CC=C1)C1=CC=C(C=C1)C1=CC=C(C=C1)C1=CC=CC2=CC=CC=C12)C1=CC=CC=C1 biphenyl-4-yl-{4'-(naphthalen-1-yl)-biphenyl-4-yl}-(2'-phenyl-[1,1':4',1'']terphenyl-4''-yl)-amine